ClC=1C=C(C(=O)NC2=C(N=CS2)C(=O)NCC2=NC(=CC=C2)C(F)(F)F)C=C(C1O)Cl 5-(3,5-dichloro-4-hydroxybenzamido)-N-((6-(trifluoromethyl)pyridin-2-yl)methyl)thiazole-4-carboxamide